C(#N)C1=CC=C(C=C1)NC(=O)C1CC(CCC1C(C)C)C Menthanecarboxylic acid-N-(4-cyanophenyl)-amide